BrC=1C(=C(C=C2CN(C(NC12)=O)CC#N)NC(C1=CC(=CC(=C1)F)C(F)(F)F)=O)C(=O)C1=C(C=C(C=C1)F)Cl N-{8-bromo-7-[(2-chloro-4-fluorophenyl)carbonyl]-3-(cyanomethyl)-2-oxo-1,2,3,4-tetrahydroquinazolin-6-yl}-5-fluoro-3-(trifluoromethyl)benzamide